C1(CC1)OC1=NC(=NC=C1C(NC1=C(C=CC=C1Cl)Cl)=O)NC=1C=NN(C1)CCCNC(OC(C)(C)C)=O tert-butyl (3-(4-((4-cyclopropoxy-5-((2,6-dichlorophenyl)carbamoyl) pyrimidin-2-yl)amino)-1H-pyrazol-1-yl) propyl)carbamate